C(N)(=N)C1=C(C=C(CNC(=O)C=2C=NN(C2)CC2=CC=C(C=C2)CC(=O)N(C)C)C=C1)F N-(4-carbamimidoyl-3-fluorobenzyl)-1-(4-(2-(dimethylamino)-2-oxoethyl)benzyl)-1H-pyrazole-4-carboxamide